CN(S(=O)(=O)F)C N,N-dimethyl-fluoro-sulfonamide